5-{2-[6-(2,5-Diaza-bicyclo[2.2.1]hept-2-yl)-5-fluoro-pyridin-3-ylamino]-5-methyl-pyrimidin-4-ylamino}-3H-benzooxazol-2-one C12N(CC(NC1)C2)C2=C(C=C(C=N2)NC2=NC=C(C(=N2)NC=2C=CC1=C(NC(O1)=O)C2)C)F